BrC1=C(C(=C(C(=C1)Cl)\C=N\OC)F)C (E)-1-(4-bromo-6-chloro-2-fluoro-3-methyl-phenyl)-N-methoxy-methanimine